3-bromo-1-(2,2,2-trifluoroethyl)-1,6-dihydro-7H-pyrazolo[4,3-d]pyrimidin-7-one BrC1=NN(C2=C1N=CNC2=O)CC(F)(F)F